NCCNCCC[Si](OC)(OC)C N-(2-aminoethyl)-(3-aminopropyl)methyldimethoxy-silane